F[C@@H]1[C@@H](C1)C(=O)NC=1N=C2N(C=C(C=C2)C2=C(C=CC(=C2)NC)C)C1 (1s,2s)-2-fluoro-N-(6-(2-methyl-5-(methylamino)phenyl)imidazo[1,2-a]pyridin-2-yl)cyclopropane-1-carboxamide